2,3,6,7,8,9-hexahydro-4H-6,9-epiminocyclohepta[e][1,2,4]triazine-4,10-dicarboxylate N=1NCN(C=2C1C1CCC(C2)N1C(=O)[O-])C(=O)[O-]